C[Zn]C di-methylzinc